OC[C@H]1N(C\C(\C1)=N/OC)C(=O)C1=CC=C(C=C1)C1=C(C(=CC=C1)C#N)C(F)(F)F (S,Z)-4'-(2-(Hydroxymethyl)-4-(methoxyimino)pyrrolidine-1-carbonyl)-2-(trifluoromethyl)-[1,1'-biphenyl]-3-carbonitrile